deazacytosine methyl-1-[(4,5-dichloro-2-hydroxyphenyl)methyl]-4-(hydroxymethyl)piperidine-2-carboxylate CC1(N(CCC(C1)CO)CC1=C(C=C(C(=C1)Cl)Cl)O)C(=O)O.C1C(=O)N=C(N)C=C1